(2-METHYL-1-OXOISOINDOLIN-4-YL)BORONIC ACID CN1C(C2=CC=CC(=C2C1)B(O)O)=O